1-oxa-8-azaspiro[4.5]decan-3-yl-aminopropanylether O1CC(CC12CCNCC2)C(CCOCCC(C2COC1(C2)CCNCC1)N)N